C(CCCCC)C1C(C1/C=C/C(=O)[O-])(C)C.[Na+] sodium (E)-3-(3-hexyl-2,2-dimethylcyclopropyl)acrylate